(S)-1-(3-(benzothien-3-yl)-2-(dimethylamino)propyl)-3-(thien-3-ylmethyl)urea S1C=C(C2=C1C=CC=C2)C[C@@H](CNC(=O)NCC2=CSC=C2)N(C)C